N-(4-((2',5'-dimethyl-2',5'-dihydrospiro[oxetane-3,4'-[1,2,3]triazolo[4,5-c][1,7]naphthyridin]-6'-yl)amino)-5-propionylpyridin-2-yl)cyclopropanecarboxamide CN1N=C2C(C3(N(C=4C(=NC=CC24)NC2=CC(=NC=C2C(CC)=O)NC(=O)C2CC2)C)COC3)=N1